C1(CCCC1)SC=1SC(=C(N1)C)C(C)=O (2-cyclopentylsulfanyl-4-methyl-thiazol-5-yl)ethanone